C(C=C)(=O)N1CCN(CC1)C=1C2=C(N=C(N1)OC[C@@H]1CCC(N1)=O)CN(CC2)C2=CC(=CC1=CC=CC=C21)O (S)-5-(((4-(4-acryloylpiperazin-1-yl)-7-(3-hydroxynaphthalen-1-yl)-5,6,7,8-tetrahydropyrido[3,4-d]pyrimidin-2-yl)oxy)methyl)pyrrolidin-2-one